ClC=1N=CC2=C(N1)C=C(C=N2)Cl 2,7-dichloropyrido[3,2-d]pyrimidine